OC=1C(C=C(OC1)CN1N=NC(=C1)COC1=C(C=O)C=C(C=C1)C)=O 2-((1-((5-hydroxy-4-oxo-4H-pyran-2-yl)methyl)-1H-1,2,3-triazol-4-yl)methoxy)-5-methylbenzaldehyde